N1N=CC2=CC(=CC=C12)C#CC1=NC(=NC=C1)C1=NC(=NC=C1)N1CC(C1)C1=CC=C(C(=O)O)C=C1 4-(1-(4-((1H-Indazol-5-yl)ethynyl)-[2,4'-bipyrimidin]-2'-yl)azetidin-3-yl)benzoic acid